Potassium amino-2-methylpropanesulfonate NC(C(C)C)S(=O)(=O)[O-].[K+]